CC=1C(=C(C=CC1OC)CCCC1=C(C=CC(=C1)O)O)OC 1-(3-methyl-2,4-dimethoxyphenyl)-3-(2',5'-dihydroxyphenyl)-propane